ClC=1C=CC(=C(C1)C1=CC(N(C=C1OC)C(C(=O)NC1=CC(=C(C(=O)N)C=C1)F)CCC)=O)N1N=NC(=C1)C(F)(F)F 4-({2-[4-{5-chloro-2-[4-(trifluoromethyl)-1H-1,2,3-triazol-1-yl]phenyl}-5-methoxy-2-oxopyridin-1(2H)-yl]pentanoyl}amino)-2-fluorobenzamide